iodo-2-(((tetrahydro-2H-pyran-2-yl)oxy)methyl)-4,5,6,7-tetrahydropyrazolo[1,5-a]pyridine IC=1C(=NN2C1CCCC2)COC2OCCCC2